tert-butylcarboxylate C(C)(C)(C)C(=O)[O-]